C=C1CN(CCN1)C(=O)[O-] 3-methyl-ylpiperazine-1-carboxylate